(4-chloro-7-((2-(trimethylsilyl)ethoxy)methyl)-7H-pyrrolo[2,3-d]pyrimidin-5-yl)-(cyclopropyl)methanol ClC=1C2=C(N=CN1)N(C=C2C(O)C2CC2)COCC[Si](C)(C)C